C(C)C=1C=CC=2N(C1)N=CC2C#N 6-ethyl-pyrazolo[1,5-a]pyridine-3-carbonitrile